n-Pentyl-2-iodoacetat C(CCCC)OC(CI)=O